O=C1NC2=CC=C(C=C2C=C1C=1C=C(C#N)C=CC1)C1=CC=C(C=C1)C1CCN(CC1)C(C)C 3-(2-oxo-6-{4-[1-(propan-2-yl)piperidin-4-yl]phenyl}-1,2-dihydroquinolin-3-yl)benzonitrile